NC=1C2=C(N=CN1)N(C=C2Br)[C@@H]2O[C@@H]([C@H]([C@H]2O)O)\C=C\CCCNCC2=CC=CC=C2 (2R,3R,4S,5R)-2-{4-amino-5-bromo-7H-pyrrolo[2,3-d]pyrimidin-7-yl}-5-[(1E)-5-(benzylamino)pent-1-en-1-yl]oxolane-3,4-diol